C1(CC1)C1=C(C=CC(=N1)N)C=1C=CC=C2C=CN=CC12 6-cyclopropyl-5-(8-isoquinolinyl)pyridin-2-amine